FC1(CCNCC1)CN1CCC(CC1)N1C=CC2=C(C(=CC=C12)N1CNCC=C1)C 1-(1-(1-((4-Fluoropiperidin-4-yl)methyl)piperidin-4-yl)-4-methyl-1H-indol-5-yl)dihydropyrimidine